((3aR,4R,9bR)-2,2-dimethyl-8-oxooctahydro-4H-[1,3]dioxolo[4',5':4,5]pyrano[3,2-b]pyridin-4-yl)methyl acetate C(C)(=O)OC[C@@H]1[C@H]2[C@@H](C3NC(CCC3O1)=O)OC(O2)(C)C